ClC1=NC(=NC(=N1)C1=CC2=CC=CC=C2C=C1)C1=CC(=CC=C1)[Si](C1=CC=CC=C1)(C1=CC=CC=C1)C1=CC=CC=C1 2-chloro-4-(naphthalen-2-yl)-6-(3-(triphenylsilyl)phenyl)-1,3,5-triazine